CC1(CCCC1)C(=O)NCC1=CC(=C(C(=C1)F)F)F methyl-N-(3,4,5-trifluorobenzyl)cyclopentanecarboxamide